(1R,2R)-1-((2R,3R,4S,6R)-4-acetoxy-3-(2-acetoxyacetamido)-6-(methoxycarbonyl)-6-(p-tolylthio)tetrahydro-2H-pyran-2-yl)-3-(3-(4-acetoxyphenoxy)benzamido)propane-1,2-diyl diacetate C(C)(=O)O[C@H]([C@@H](CNC(C1=CC(=CC=C1)OC1=CC=C(C=C1)OC(C)=O)=O)OC(C)=O)[C@@H]1O[C@](C[C@@H]([C@H]1NC(COC(C)=O)=O)OC(C)=O)(SC1=CC=C(C=C1)C)C(=O)OC